CC(C)(C)C=1C=C(C=2NC3=CC=C(C=C3C2C1)C(C)(C)C)B1OC(C(O1)(C)C)(C)C 3,6-Bis(1,1-dimethylethyl)-1-(4,4,5,5-tetramethyl-1,3,2-dioxaborolan-2-yl)-9H-carbazole